N-{4-[1-(4-trifluoromethylphenyl)-1H-[1,2,3]triazol-4-yl]phenyl}acetamide FC(C1=CC=C(C=C1)N1N=NC(=C1)C1=CC=C(C=C1)NC(C)=O)(F)F